NC1C(O[C@@H]([C@@H]([C@@H]1OCC1=CC=CC=C1)OCC1=CC=CC=C1)COCC1=CC=CC=C1)O[C@H](C(=O)OC)CC(=O)OC dimethyl (2S)-2-(((4R,5R,6R)-3-amino-4,5-bis(benzyloxy)-6-((benzyloxy)methyl)tetrahydro-2H-pyran-2-yl)oxy)succinate